OCC12NC(C(CC1)CC2)=O 1-(hydroxymethyl)-2-azabicyclo[2.2.2]octan-3-one